C1(CC1)[C@H]1CN=C2N1C1=CC=C(C=C1C(N2CC2=CC(=NO2)C)=O)S(=O)(=O)NC2(CC2)C (S)-1-cyclopropyl-N-(1-methylcyclopropyl)-4-((3-methylisoxazol-5-yl)methyl)-5-oxo-1,2,4,5-tetrahydroimidazo[1,2-a]quinazoline-7-sulfonamide